2,2-bis(3-ethyl-4-hydroxyphenyl)-1-(4-hydroxyphenyl)propane 2'-O-Methoxyethyl-5-methylcytidine-3'-phosphorothioate P(O)(O)(=S)O[C@H]1[C@H]([C@@H](O[C@@H]1CO)N1C(=O)N=C(N)C(=C1)C)OCCOC.C(C)C=1C=C(C=CC1O)C(CC1=CC=C(C=C1)O)(C)C1=CC(=C(C=C1)O)CC